OC1=C(C(=O)N2CC3=CC=C(C=C3C2)CN2CCN(CC2)CCCCCNC(C=C)=O)C=C(C(=C1)O)C(C)C N-(5-(4-((2-(2,4-dihydroxy-5-isopropylbenzoyl)isoindolin-5-yl)methyl)piperazin-1-yl)pentyl)propenamide